4-chloro-3-(trifluoromethyl)benzene isocyanate [N-]=C=O.ClC1=C(C=CC=C1)C(F)(F)F